(5R,6S,7S)-3a-(4-chloro-3-((5-methylthiophen-2-yl)methyl)phenyl)-5-(hydroxymethyl)-2-isobutyl-5,6,7,7a-tetrahydro-3aH-pyrano[2,3-d]oxazole-6,7-diol ClC1=C(C=C(C=C1)C12N=C(OC1[C@H]([C@@H]([C@H](O2)CO)O)O)CC(C)C)CC=2SC(=CC2)C